4-[(3-{4-[(1,1-dioxo-1λ6-thian-4-yl)amino]-1-(2,2,2-trifluoroethyl)-1H-indol-2-yl}prop-2-yn-1-yl)amino]-3-methoxybenzoic acid O=S1(CCC(CC1)NC1=C2C=C(N(C2=CC=C1)CC(F)(F)F)C#CCNC1=C(C=C(C(=O)O)C=C1)OC)=O